(R)-2-(3-((5-methylpyrimidin-2-yl)oxy)pyrrolidin-1-yl)-8-nitro-6-(trifluoromethyl)-4H-benzo[e]-[1,3]thiazin-4-one CC=1C=NC(=NC1)O[C@H]1CN(CC1)C=1SC2=C(C(N1)=O)C=C(C=C2[N+](=O)[O-])C(F)(F)F